N-(1,3-dimethyl-2-oxo-2,3-dihydro-1H-benzo[d]imidazol-5-yl)-N-(4-(hydrazinecarbonyl)benzyl)methanesulfonamide CN1C(N(C2=C1C=CC(=C2)N(S(=O)(=O)C)CC2=CC=C(C=C2)C(=O)NN)C)=O